O1-[2-(hydroxymethyl)-3-[8-(1-methyldecoxy)-8-oxo-octanoyl] oxy-2-[[8-(1-methyldecoxy)-8-oxo-octanoyl] oxymethyl]propyl] O8-(1-methyldecyl) octanedioate C(CCCCCCC(=O)OC(CCCCCCCCC)C)(=O)OCC(COC(CCCCCCC(=O)OC(CCCCCCCCC)C)=O)(COC(CCCCCCC(=O)OC(CCCCCCCCC)C)=O)CO